C1(CC1)C1=C(C(=CC(=C1)OC(F)F)C(C)C)NC(=O)N=[S@@](=O)(N)C1=CN=C(S1)C(C)(C)O (S)-N'-(2-cyclopropyl-4-(difluoromethoxy)-6-isopropylphenylcarbamoyl)-2-(2-hydroxypropan-2-yl)thiazole-5-sulfonimidamide